6,7-Dimethyl-2-{[1-(pyridin-3-yl)azetidin-3-yl]acetyl}-1,2,3,5-tetrahydro-4H-pyrrolo[3,4-c]pyridin-4-on CC1=C(C2=C(C(N1)=O)CN(C2)C(CC2CN(C2)C=2C=NC=CC2)=O)C